OCC(CC(=O)NCC(F)(F)F)N1CCOC2(CCN(C2)C2=CC=C(C=C2)OC(F)(F)F)C1 4-Hydroxy-N-(2,2,2-trifluoroethyl)-3-{2-[4-(trifluoromethoxy)phenyl]-6-oxa-2,9-diazaspiro[4.5]decan-9-yl}butanamide